(1S,4R)-4-[[[(5S)-3-(3,5-difluorophenyl)-5-vinyl-4H-1,2-oxazol-5-yl]carbonyl]amino]-cyclopenta-2-En-1-carboxylic acid methyl ester COC(=O)[C@@H]1C=C[C@@H](C1)NC(=O)[C@]1(CC(=NO1)C1=CC(=CC(=C1)F)F)C=C